tert-butyl((3-bromo-1-methyl-1H-pyrazol-4-yl)methyl)(methyl)carbamate C(C)(C)(C)OC(N(C)CC=1C(=NN(C1)C)Br)=O